guanidine hydrochloride Tris-HCl Cl.Cl.Cl.Cl.NC(=N)N